(1S,3R,4S)-N-((R)-1-cyano-2-((S)-2-oxopyrrolidin-3-yl)ethyl)-2-((R)-3-cyclopropyl-2-((5-methylpyridin-3-yl)amino)propanoyl)-5,5-difluoro-2-azabicyclo[2.2.2]octane-3-carboxamide C(#N)[C@@H](C[C@H]1C(NCC1)=O)NC(=O)[C@@H]1N([C@@H]2CC([C@H]1CC2)(F)F)C([C@@H](CC2CC2)NC=2C=NC=C(C2)C)=O